(1-(ethylsulfonyl)azetidin-3-ylidene)acetonitrile C(C)S(=O)(=O)N1CC(C1)=CC#N